5-chloro-4-ethyl-2-methyl-pyridine ClC=1C(=CC(=NC1)C)CC